ClC=1C=C(C=CC1Cl)NC(=O)N1C2CC3=C(C=NC=C3F)C1CC2 (±)-N-(3,4-dichlorophenyl)-4-fluoro-6,7,8,9-tetrahydro-5H-6,9-epiminocyclohepta[c]pyridine-10-carboxamide